COCCC1C2=C(C(NC1)=O)C=C(N2)C2=NC=NC=C2 7-(2-methoxyethyl)-2-(pyrimidin-4-yl)-1H,5H,6H,7H-pyrrolo[3,2-c]pyridin-4-one